FC(CN1N=CC=2C1=NC(=CN2)N2CCOC1(C2)CCN(CC1)C=1C=NC=C(C1)C(F)(F)F)F 4-[1-(2,2-difluoroethyl)-1H-pyrazolo[3,4-b]pyrazin-6-yl]-9-[5-(trifluoromethyl)pyridin-3-yl]-1-oxa-4,9-diazaspiro[5.5]undecane